2-chloro-2'-iodo-1,1'-biphenyl ClC1=C(C=CC=C1)C1=C(C=CC=C1)I